NC=1C(=NC(=CC1)OC)NC 3-amino-2-methylamino-6-methoxypyridine